3-(5-ethyl-1,3-thiazol-2-yl)-5-[(3S)-tetrahydrofuran-3-yloxy]-N-{(1R)-1-[2-(trifluoromethyl)pyrimidin-5-yl]ethyl}benzamide C(C)C1=CN=C(S1)C=1C=C(C(=O)N[C@H](C)C=2C=NC(=NC2)C(F)(F)F)C=C(C1)O[C@@H]1COCC1